1-(2-hydroxyethyl)-8-((5-(4-methylpiperazin-1-yl)-2-(trifluoromethoxy)phenyl)amino)-4,5-dihydro-1H-pyrazolo[4,3-H]quinazoline-3-carboxamide OCCN1N=C(C=2CCC=3C=NC(=NC3C21)NC2=C(C=CC(=C2)N2CCN(CC2)C)OC(F)(F)F)C(=O)N